NC=1C(=C(C=C2C=C(N=CC12)NC(OC1CN(C1)C(C)C)=O)C1=C(C2=C(OCCN2)N=C1)C)F 1-Isopropylazetidin-3-yl (8-amino-7-fluoro-6-(8-methyl-2,3-dihydro-1H-pyrido[2,3-b][1,4]oxazin-7-yl)isoquinolin-3-yl)carbamate